N-(2,6-bis(benzyloxy)pyridin-3-yl)-2-(2,5-dibromophenyl)-2-methylpropanamide C(C1=CC=CC=C1)OC1=NC(=CC=C1NC(C(C)(C)C1=C(C=CC(=C1)Br)Br)=O)OCC1=CC=CC=C1